BrC1=C2N(N=C1C1=CC=C(C=C1)F)CC1(C2)C(C1)(F)F bromo-2,2-difluoro-2'-(4-fluorophenyl)-4',6'-dihydrospiro[cyclopropane-1,5'-pyrrolo[1,2-b]pyrazole]